[2-(5-fluoro-1H-indol-3-yl)-1-methyl-ethyl]-amine FC=1C=C2C(=CNC2=CC1)CC(C)N